CS(=O)(=O)C=1C=C(C(=O)O)C=CC1C(F)(F)F 3-(methylsulfonyl)-4-(trifluoromethyl)benzoic acid